ClC=1N=NC(=CC1)OCC1=C(N=NN1C1=CC=C(C=C1)F)C 3-chloro-6-((1-(4-fluorophenyl)-4-methyl-1H-1,2,3-triazol-5-yl)methoxy)pyridazine